N1(CCC1)CC1=CC=C(C=C1)C1=CC=2N(N=C1C)C(=CN2)C=2C(=NC1=NC=CC=C1C2)C=2N=CN(C2)CC (7-(4-(azetidin-1-ylmethyl)phenyl)-6-methylimidazo[1,2-b]pyridazin-3-yl)-2-(1-ethyl-1H-imidazol-4-yl)-1,8-naphthyridine